C(C=C)(=O)NC1=CC=C(C(=O)N2CCC(CC2)NC=2C3=C(NN2)C(N(C3)C(=O)N[C@H](CN(C)C)C3=CC=CC=C3)(C)C)C=C1 (S)-3-((1-(4-acrylamidobenzoyl)piperidin-4-yl)amino)-N-(2-(dimethylamino)-1-phenylethyl)-6,6-dimethyl-4,6-dihydropyrrolo[3,4-c]pyrazole-5(1H)-carboxamide